C1C=CCC1 (1R,4R)-cyclopent-2-ene